cyanomethyl N-methyl-N-phenylthiocarbamate CN(C(OCC#N)=S)C1=CC=CC=C1